thiolol S1C(=CC=C1)O